OC12CCC(CC1)(CC2)NC(C2=CC=C(C=C2)C2=NC=C(C1=C2C=CN1)C)=O N-(4-hydroxybicyclo[2.2.2]oct-1-yl)-4-(7-methyl-1H-pyrrolo[3,2-c]pyridin-4-yl)benzamide